ClC1=CC=C(C=C1)[C@H](CC1=NOC(=N1)CN1N=CC2=C(C1=O)N(C(N2C)=O)C)O 5-({3-[(2S)-2-(4-chlorophenyl)-2-hydroxyethyl]-1,2,4-oxadiazol-5-yl}methyl)-1,3-dimethyl-1H,2H,3H,4H,5H-imidazo[4,5-d]pyridazin-2,4-dione